CN(C(=O)NC1=C(C(=O)N)C=CC=C1)C 2-(dimethylcarbamoylamino)benzamide